(5S,7S)-7-fluoro-2-(2-methoxyethylsulfonyl)-5-phenyl-6,7-dihydro-5H-pyrrolo[1,2-b][1,2,4]triazole F[C@H]1C[C@H](N2N=C(N=C21)S(=O)(=O)CCOC)C2=CC=CC=C2